OC([C@@H](C(=O)N[C@H](C(C(C(=O)O)(C)C)=O)CC(C)C)NC(CCCCC(C)C)=O)C (4S)-4-[(2S)-3-Hydroxy-2-(6-methylheptanamido)butanamido]-2,2,6-trimethyl-3-oxoheptanoic acid